1-[1-[4-(3,4-dichloro-2-fluoro-anilino)pyrido[3,2-d]pyrimidin-6-yl]-3-azabicyclo[4.1.0]heptan-3-yl]prop-2-en-1-one ClC=1C(=C(NC=2C3=C(N=CN2)C=CC(=N3)C32CN(CCC2C3)C(C=C)=O)C=CC1Cl)F